[(2E)-3,7-dimethylocta-2,6-dienyl] acetat C(C)(=O)OC\C=C(\CCC=C(C)C)/C